ethyl 2-(2-((7-bromo-2-methylbenzo[d]oxazol-5-yl)methoxy)phenyl)acetate BrC1=CC(=CC=2N=C(OC21)C)COC2=C(C=CC=C2)CC(=O)OCC